ClC1=CC=C(C=C1)C(C)C1=CC=C2C(=N1)SC(=N2)N 5-(1-(4-chlorophenyl)ethyl)thiazolo[5,4-b]pyridin-2-amine